N1(CCNCC1)C1=NC2=CC=CC=C2N=C1 (piperazin-1-yl)quinoxalin